C(C)(=O)NC1=C(C(=O)NC=2SC(=CN2)F)C=CC=C1 2-acetamido-N-(5-fluorothiazol-2-yl)benzamide